BrC=1C=C2C(=CNC2=CC1)C=1C(N[C@@H]([C@H](N1)C1=CC=CC=C1)C1=CC=CC=C1)=O (5R,6R)-3-(5-bromo-1H-indol-3-yl)-5,6-diphenyl-5,6-dihydropyrazine-2(1H)-one